ClC1=CC=C(CN2C3(CN(C3)C(=O)NC)C(N(CC2=O)C(C)C)=O)C=C1 5-(4-chlorobenzyl)-8-isopropyl-N-methyl-6,9-dioxo-2,5,8-triazaspiro-[3.5]nonane-2-carboxamide